C(C)C=1N=COC1C(=O)N[C@H](C(NC1=CC2=C(C=N1)C1(CCOCC1)C(N2)=O)=O)C2CCC(CC2)C 4-Ethyl-N-{(1S)-1-(4-methylcyclohexyl)-2-oxo-2-[(2-oxospiro[1H-pyrrolo[3,2-c]pyridine-3,4'-oxane]-6-yl)amino]ethyl}-oxazole-5-carboxamide